(R)-7,7-dimethyl-2-(1H-indol-4-yl)-6-(3-acetylbenzoyl)-4-(3-methylmorpholin-4-yl)-6,7-dihydro-5H-pyrrolo[3,4-d]pyrimidine CC1(N(CC2=C1N=C(N=C2N2[C@@H](COCC2)C)C2=C1C=CNC1=CC=C2)C(C2=CC(=CC=C2)C(C)=O)=O)C